4-propyl-2,4-pentanediol dibenzoate C(C1=CC=CC=C1)(=O)OC(C)CC(C)(OC(C1=CC=CC=C1)=O)CCC